[(2R,3R,4S,5R)-3-(benzyloxy)-2-[(benzyloxy)methyl]-4-fluoro-5-(2-fluoro-6-{[(4-methoxyphenyl)diphenylmethyl]amino}purin-9-yl)oxolan-2-yl]methanol C(C1=CC=CC=C1)O[C@@H]1[C@](O[C@H]([C@H]1F)N1C2=NC(=NC(=C2N=C1)NC(C1=CC=CC=C1)(C1=CC=CC=C1)C1=CC=C(C=C1)OC)F)(COCC1=CC=CC=C1)CO